tert-butyl (S)-3-(((3-(2,6-bis(benzyloxy)pyridin-3-yl)-1-methyl-1H-indazol-6-yl)oxy)methyl)piperidine-1-carboxylate C(C1=CC=CC=C1)OC1=NC(=CC=C1C1=NN(C2=CC(=CC=C12)OC[C@@H]1CN(CCC1)C(=O)OC(C)(C)C)C)OCC1=CC=CC=C1